C=CC(=O)OCC1(C(C(C(C(C1(F)F)(F)F)(F)F)(F)F)(F)F)F Perfluorocyclohexylmethylacrylate